FC=1C=C(OC2=CC=C(C=C2)[C@@H]2CCCN3C2=NS(CC3)(=O)=O)C=C(C1F)F (9S)-9-[4-(3,4,5-trifluorophenoxy)phenyl]-3,4,6,7,8,9-hexahydropyrido[2,1-c][1,2,4]thiadiazine 2,2-dioxide